4-(3-(2-sulfamoylaminoethyl)azetidin-1-yl)-7-methoxy-2-(pyridin-3-yl)quinazoline S(N)(=O)(=O)NCCC1CN(C1)C1=NC(=NC2=CC(=CC=C12)OC)C=1C=NC=CC1